N[C@@]1(CSCC1)COC1=C(C#N)C(=CC(=C1)C1=CN=C2N1C=CC=C2)SC (R)-2-((3-Aminotetrahydrothiophen-3-yl)methoxy)-4-(imidazo[1,2-a]pyridin-3-yl)-6-(methylthio)benzonitrile